C1(CCCCC1)S(=O)(=O)N1[C@@H](CCCC1)C=1OC(=C(N1)C(=O)OC)C Methyl (S)-2-(1-(cyclohexylsulfonyl)piperidin-2-yl)-5-methyloxazole-4-carboxylate